C(CN(CC(C)O)CC(C)O)N(CC(C)O)CC(C)O 1'''-(1,2-Ethandiyldinitrilo)-tetrakis-[2-propanol]